3-[3-(hydroxymethyl)-4,5-dimethoxyphenyl]propanoate OCC=1C=C(C=C(C1OC)OC)CCC(=O)[O-]